COCCOCCN1C(=NC2=C1C=CC=C2)C=C 1-(2-(2-methoxyethoxy)ethyl)-2-vinyl-1H-benzo[d]imidazole